1-ethyl-3-(2-ethylhexyl)imidazolium formate C(=O)[O-].C(C)N1C=[N+](C=C1)CC(CCCC)CC